cis-8-(2,4-difluorophenyl)-6-(2-methyl-6-(2-methylpyridin-4-yl)morpholino)-1,3-dihydro-10H-furo[3,4-d]pyrimido[1,6-a]pyrimidin-10-one FC1=C(C=CC(=C1)F)C1=NC(=CC=2N1C(C1=C(N2)COC1)=O)N1C[C@@H](O[C@@H](C1)C1=CC(=NC=C1)C)C